6'-Acetamido-N-(1-(2-(2-methoxyethoxy)ethyl)-3-(pyridin-2-yl)-1H-pyrazol-4-yl)-[2,3'-bipyridin] C(C)(=O)NC1=CC=C(C=N1)C=1N(CC=CC1)C=1C(=NN(C1)CCOCCOC)C1=NC=CC=C1